[Cl-].[Cl-].CC(C)=[Zr+2](C1C2=CC=CC=C2C=2C=CC=CC12)C1C=CC=C1 dimethylmethylene(cyclopentadienyl)(9-fluorenyl)zirconium dichloride